ClC=1C=C(C=NC1)CNC1=NC(=NC2=CC=C(C=C12)C=1C(=NOC1C)C)C(=O)NCC1=CN=CN1C 4-(((5-chloropyridin-3-yl)methyl)amino)-6-(3,5-dimethylisoxazol-4-yl)-N-((1-methyl-1H-imidazol-5-yl)methyl)quinazoline-2-carboxamide